N6-(2-chloro-2-methylpropanoyl)-L-lysine ClC(C(=O)NCCCC[C@H](N)C(=O)O)(C)C